N,N,N',N'-tetrakis-(2-hydroxypropyl)-1,4-diaminobutane OC(CN(CCCCN(CC(C)O)CC(C)O)CC(C)O)C